N1(CCCC1)C(=O)O pyrrolidic acid